(l)-2,6-dichloropyrazine ClC1=NC(=CN=C1)Cl